F[C@H]1[C@H](C1)C1=NN=C(S1)N 5-((1S,2R)-2-fluorocyclopropyl)-1,3,4-thiadiazol-2-amine